ClC=1N=C2C(=C(C(N(C2=CC1)C)=O)C#N)N1C[C@@H]([C@@H](CC1)NC1=CC=C(C=C1)OC(F)(F)F)C 6-chloro-1-methyl-4-[(3S,4R)-3-methyl-4-[4-(trifluoromethoxy)anilino]-1-piperidinyl]-2-oxo-1,5-naphthyridine-3-carbonitrile